tetracarbonyl-(1,5-cyclooctadiene) tungsten (0) tungsten (IV) [W+4].[W].C(=O)=C1C(C=CC(C(C=C1)=C=O)=C=O)=C=O